potassium cyclobutyl-trifluoroborate salt C1(CCC1)[B-](F)(F)F.[K+]